1-(2-bromo-5-fluorophenoxy)-3-((3-methoxy-4-(2-(4-methylpiperidin-1-yl)ethoxy)benzyl)(methyl)amino)propan-2-ol BrC1=C(OCC(CN(C)CC2=CC(=C(C=C2)OCCN2CCC(CC2)C)OC)O)C=C(C=C1)F